sodium-potassium-zinc-aluminum [Al].[Zn].[K].[Na]